[C@H]12CNC[C@H](CC1)C2NC(OC(C)(C)C)=O exo-tert-butyl N-[(1R,5S)-3-azabicyclo[3.2.1]octan-8-yl]carbamate